NC=1C(=CN(C(C1)=O)C1(CC1)C)C(=O)OC methyl 4-amino-1-(1-methylcyclopropyl)-6-oxo-1,6-dihydropyridine-3-carboxylate